(3S,4S,5R)-1-(((S)-1-(2-(trifluoromethyl)pyridin-3-yl)pyrrolidin-3-yl)methyl)piperidine-3,4,5-triol FC(C1=NC=CC=C1N1C[C@@H](CC1)CN1C[C@@H](C([C@@H](C1)O)O)O)(F)F